C1(=CC=CC=C1)N(C1=CC=C(C=C1)C1=CC=CS1)C1=CC=CC=C1 5-[4-(diphenylamino)phenyl]thiophene